Cl.C(C)OC([C@@H](C[C@@H](CC1=CC=C(C=C1)C1=CC=CC=C1)N)C)=O (2R,4S)-5-([1,1'-biphenyl]-4-yl)-4-amino-2-methylpentanoic acid ethyl ester hydrochloride